L-aspartic acid-1-ethyl ester hydrochloride Cl.C(C)OC([C@@H](N)CC(=O)O)=O